2,2-bis(4-carbazole-9-ylphenyl)adamantan C1=CC=CC=2C3=CC=CC=C3N(C12)C1=CC=C(C=C1)C1(C2CC3CC(CC1C3)C2)C2=CC=C(C=C2)N2C3=CC=CC=C3C=3C=CC=CC23